5-(4-(5-((7-cyclobutoxy-4-oxo-3,4-dihydrophthalazin-1-yl)methyl)-2-fluorobenzoyl)piperazin-1-yl)nicotinonitrile C1(CCC1)OC1=CC=C2C(NN=C(C2=C1)CC=1C=CC(=C(C(=O)N2CCN(CC2)C=2C=NC=C(C#N)C2)C1)F)=O